6,7-dichloro-3-[(4-methyl-3-pyridyl)methyl]-4,9-dihydro-1H-pyrrolo[3,2-h][2,1,3]benzothiadiazine 2,2-dioxide ClC=1C2=C(C3=C(CN(S(N3)(=O)=O)CC=3C=NC=CC3C)C1)NC=C2Cl